C(CCCCCCCCC(=O)O)(=O)O.NCCCCCN pentamethylenediamine sebacate salt